5-(6-cyanopyridin-2-yl)-N-(1-cyclopropyl-2,2,2-trifluoroethyl)-7-methylpyrazolo[1,5-a]Pyrimidine C(#N)C1=CC=CC(=N1)C1=NC=2N(C(=C1)C)N(CC2)C(C(F)(F)F)C2CC2